C(C)(C)(C)OC(=O)N1C(CC(CC1)C1=CC=CC=C1)C1=CC=C(C=C1)C#N (±)-2-(4-cyanophenyl)-4-phenylpiperidine-1-carboxylic acid tert-butyl ester